N-((S)-4-((3-chloro-4-fluorophenyl)carbamoyl)-7-fluoro-2,3-dihydro-1H-inden-1-yl)carbamic acid O-(R)-5-oxopyrrolidin-3-yl ester O=C1CC(CN1)OC(N[C@H]1CCC2=C(C=CC(=C12)F)C(NC1=CC(=C(C=C1)F)Cl)=O)=O